CCCCCCCC\C=C/C\C=C/C\C=C/CC (9Z,12Z,15Z)-octadecane-9,12,15-triene